bis-(3-(trimethoxysilyl)propyl)hexamethylenediamine CO[Si](CCCNCCCCCCNCCC[Si](OC)(OC)OC)(OC)OC